ClC=1C=C2C(=NN(C2=CC1C=O)C1OCCCC1)C1=CC(=C(C=C1)N1C[C@@H]2COCCN2CC1)OCCCO 5-chloro-3-(4-((R)-hexahydropyrazino[2,1-c][1,4]oxazin-8(1H)-yl)-3-(3-hydroxypropoxy)phenyl)-1-(tetrahydro-2H-pyran-2-yl)-1H-indazole-6-carbaldehyde